BrC=1N(C2=NC(=NC(=C2N1)N1CCOCC1)Cl)C(F)F 4-(8-bromo-2-chloro-9-(difluoromethyl)-9H-purin-6-yl)morpholine